[1-(4-methylbenzenesulfonyl)]Benzimidazole CC1=CC=C(C=C1)S(=O)(=O)N1C=NC2=C1C=CC=C2